FC(F)OCCOCCOCCOCC triethylene glycol ethyl (difluoromethyl) ether